1-((R)-2-((S)-7-(2,4-difluoro-6-(2-methoxyethoxy)phenyl)-4-(2-methyl-2H-indazol-5-yl)thieno[3,2-c]pyridin-6-yl)-6-methyl-6,7-dihydropyrazolo[1,5-a]pyrazin-5(4H)-yl)prop-2-en-1-one FC1=C(C(=CC(=C1)F)OCCOC)C=1C2=C(C(=NC1C1=NN3C(CN([C@@H](C3)C)C(C=C)=O)=C1)C1=CC3=CN(N=C3C=C1)C)C=CS2